ClC=1N=CC=2NC(NC=3C=NN(C3C2C1)COCC[Si](C)(C)C)C1=C(C=CC=C1F)Cl 2-[[13-chloro-8-(2-chloro-6-fluoro-phenyl)-3,4,7,9,12-pentazatricyclo[8.4.0.02,6]tetradeca-1(10),2(6),4,11,13-pentaen-3-yl]methoxy]ethyl-trimethyl-silane